C1(CCCC1)NC(=O)C=1SC=2N=CC=C3N(C(NC1C23)=O)C2=C(C=C(C=C2)OC2=CC=CC=C2)C N-Cyclopentyl-5-(2-methyl-4-phenoxyphenyl)-4-oxo-4,5-dihydro-3H-1-thia-3,5,8-triazaacenaphthylene-2-carboxamide